N1=CN=C2NC=NC2=C1C=1C(=NC=CC1)NC=1C=C(C=CC1C)NC(C1=NC=CC(=C1Cl)C(F)(F)F)=O N-(3-(3-(9H-purin-6-yl)pyridin-2-ylamino)-4-methylphenyl)-3-chloro-4-(trifluoromethyl)picolinamide